FC(C1=CC2=C(N=CN=C2N)N1)(F)F 6-(TRIFLUOROMETHYL)-7H-PYRROLO[2,3-D]PYRIMIDIN-4-AMINE